C1(CCCC1)C1=CC=C(C(=N1)NC=1C(=NC=CC1)C)C#N 6-cyclopentyl-2-[(2-methyl-3-pyridyl)amino]pyridine-3-carbonitrile